C1(=CC=CC=C1)OC(NC1=NC(=NS1)SC)=O (3-(methylthio)-1,2,4-thiadiazol-5-yl)carbamic acid phenyl ester